5-Chloroisoindolin ClC=1C=C2CNCC2=CC1